trans-tert-butyl(3-((6-(2-chloro-4-hydroxyphenyl)-1-(tetrahydro-2H-pyran-2-yl)-1H-indazol-4-yl)oxy)cyclobutyl)(methyl)carbamate C(C)(C)(C)OC(N(C)[C@@H]1C[C@H](C1)OC1=C2C=NN(C2=CC(=C1)C1=C(C=C(C=C1)O)Cl)C1OCCCC1)=O